CC1(C(CCC1)[C@@H](C(=O)NC1=CC=C(C=C1)C=1C(=NNC1C)C)NC(=O)C=1N(N=CC1)C)C N-[(1S)-1-(2,2-dimethylcyclopentyl)-2-[4-(3,5-dimethyl-1H-pyrazol-4-yl)anilino]-2-oxo-ethyl]-2-methyl-pyrazole-3-carboxamide